N-(5-chloro-2-(2-methoxyethoxy)benzyl)-4-(piperazin-1-yl)-N-(5-(N-propylaminosulfonyl)-2,3-dihydro-1H-inden-2-yl)benzamide ClC=1C=CC(=C(CN(C(C2=CC=C(C=C2)N2CCNCC2)=O)C2CC3=CC=C(C=C3C2)S(=O)(=O)NCCC)C1)OCCOC